N-(4-((5-chloro-4-(3-fluorophenoxy)-2-(2-hydroxypropan-2-yl)phenyl)amino)-7-methoxyquinazolin-6-yl)-3-(1-methylpyrrolidin-2-yl)acrylamide ClC=1C(=CC(=C(C1)NC1=NC=NC2=CC(=C(C=C12)NC(C=CC1N(CCC1)C)=O)OC)C(C)(C)O)OC1=CC(=CC=C1)F